CC(CN1N=CC(=C1)C1=C(C(=O)O)C=C(C=C1)NC(=O)C1(CC1)C1=C(C=C(C=C1)C(F)(F)F)F)(C)C 2-[1-(2,2-Dimethylpropyl)-1H-pyrazol-4-yl]-5-[({1-[2-fluoro-4-(trifluoromethyl)phenyl]cyclopropyl}carbonyl)amino]benzoic acid